5,7-dimethyl-1H-indole-1-carboxylic acid tert-butyl ester C(C)(C)(C)OC(=O)N1C=CC2=CC(=CC(=C12)C)C